CC=1N=C(C2=C(N1)C=CO2)NC2CCC(CC2)O 4-[(2-Methylfuro[3,2-d]pyrimidin-4-yl)amino]cyclohexanol